The molecule is an organic heterotetracyclic compound that is (1R,1'R)-[1,1'-bi(cyclohex-2-en-1-yl)]-6,6'-dione in which position 3 of each ring is joined to a methyl substituent of (2S,5S)-dimethylpiperazine. It is an organic heterotetracyclic compound, a bridged compound, a cyclic ketone, a member of piperazines and an azamacrocycle. It is a conjugate base of a (1S,7R,8R,14S)-6,9-dioxo-15,17-diazatetracyclo[12.2.2.1(3,7).1(8,12)]icosa-3(20),12(19)-dien-15-ium. C1CC(=O)[C@@H]2C=C1C[C@H]3CN[C@@H](CC4=C[C@H]2C(=O)CC4)CN3